5-bromo-3-(cyclopropylmethyl)-1-methyl-1H-indazole BrC=1C=C2C(=NN(C2=CC1)C)CC1CC1